4,5,6,7-tetrahydropyrazolo[1,5-a]pyrazin-4-one N1=CC=C2N1CCNC2=O